O-propyl-N,N'-dicyclohexyl-isourea C(CC)OC(NC1CCCCC1)=NC1CCCCC1